(S)-2-(((S)-(4-nitrophenoxy)(phenoxy)phosphoryl)amino)propanoic acid 2-ethylbutyl ester C(C)C(COC([C@H](C)N[P@](=O)(OC1=CC=CC=C1)OC1=CC=C(C=C1)[N+](=O)[O-])=O)CC